(Z)-Methyl 3-(((4-((3-(4-methoxypiperidin-1-yl)propoxy)carbamoyl)phenyl)amino)(phenyl)methylene)-5-methyl-2-oxoindoline-6-carboxylate COC1CCN(CC1)CCCONC(=O)C1=CC=C(C=C1)N\C(=C\1/C(NC2=CC(=C(C=C12)C)C(=O)OC)=O)\C1=CC=CC=C1